Bis(2,5-dioxopyrrolidin-1-yl) 4,7,10,13,16-pentaoxanonadecane-1,19-dioate C(CCOCCOCCOCCOCCOCCC(=O)ON1C(CCC1=O)=O)(=O)ON1C(CCC1=O)=O